FC1=C(OC2CC3CC3C2)C(=CC(=C1)[N+](=O)[O-])F 3-(2,6-difluoro-4-nitrophenoxy)bicyclo[3.1.0]hexane